(S)-2-((1-(5-(3,5-dimethylphenyl)-1,2,4-oxadiazol-3-yl)ethyl)carbamoyl)-4-methoxypyridin-3-yl propionate C(CC)(=O)OC=1C(=NC=CC1OC)C(N[C@@H](C)C1=NOC(=N1)C1=CC(=CC(=C1)C)C)=O